Dodecylbetaine CCCCCCCCCCCC[N+](C)(C)CC(=O)[O-]